tert-butyl (3S)-3-[4-[[(1S)-1-(3-chloro-2-fluoro-phenyl)ethyl]amino]pyrido[3,2-d]pyrimidin-6-yl]oxypyrrolidine-1-carboxylate ClC=1C(=C(C=CC1)[C@H](C)NC=1C2=C(N=CN1)C=CC(=N2)O[C@@H]2CN(CC2)C(=O)OC(C)(C)C)F